C(N)(OC1CCCCC1)=O cyclohexyl carbamate